(Z)-1-(3-(5-(dimethylamino)-2-isopropylphenyl)-4-oxothiazolidin-2-ylidene)-3-(2-methyl-4-(1-(5-(trifluoromethyl)pyridin-2-yl)-1H-1,2,4-triazol-3-yl)phenyl)urea CN(C=1C=CC(=C(C1)N1/C(/SCC1=O)=N/C(=O)NC1=C(C=C(C=C1)C1=NN(C=N1)C1=NC=C(C=C1)C(F)(F)F)C)C(C)C)C